4-((3aS,4R,6aR)-4-((2-((S)-2-aminopropanoyloxy)ethoxy)carbonyl)octahydropyrrolo[2,3-c]pyrrol-4-yl)butylboronic acid N[C@H](C(=O)OCCOC(=O)[C@]1([C@@H]2[C@H](CN1)NCC2)CCCCB(O)O)C